3-((4-chloro-2-(trifluoromethyl)benzyl)carbamoyl)benzoic acid ClC1=CC(=C(CNC(=O)C=2C=C(C(=O)O)C=CC2)C=C1)C(F)(F)F